FC1=CC=C(CC=2C=CC(=NC2)C=2N(C(C=CC2C(=O)N)=O)C)C=C1 (5-(4-fluorobenzyl)pyridin-2-yl)-1-methyl-6-oxo-1,6-dihydropyridine-3-carboxamide